C(C)N1N=CC(=C1)NC=1N=C(C2=C(N1)NC=C2)O[C@H]2CN(CC[C@@H]2F)C(C=C)=O 1-((3S,4S)-3-((2-((1-Ethyl-1H-pyrazol-4-yl)amino)-7H-pyrrolo[2,3-d]pyrimidin-4-yl)oxy)-4-fluoropiperidin-1-yl)prop-2-en-1-one